1-C-[4-chloro-3-[[4-[[(3S)-tetrahydro-3-furanyl]oxy]phenyl]methyl]phenyl]-D-glucitol ClC1=C(C=C(C=C1)C([C@H](O)[C@@H](O)[C@H](O)[C@H](O)CO)O)CC1=CC=C(C=C1)O[C@@H]1COCC1